3-(3,4-dimethoxyphenyl)-N-[(3,4,5-trimethoxyphenyl)methyl]prop-2-enamide COC=1C=C(C=CC1OC)C=CC(=O)NCC1=CC(=C(C(=C1)OC)OC)OC